BrCCC1=CC(=CC=C1)F 1-(2-bromoethyl)-3-fluorobenzene